N-[1-[[2-chloro-5-[2-[cyclopropylmethyl(methyl)amino]-4-pyridyl]phenyl]methyl]-2-[4-(3-methylimidazol-4-yl)anilino]-2-oxo-ethyl]-2-methyl-pyrazole-3-carboxamide ClC1=C(C=C(C=C1)C1=CC(=NC=C1)N(C)CC1CC1)CC(C(=O)NC1=CC=C(C=C1)C=1N(C=NC1)C)NC(=O)C=1N(N=CC1)C